2,7-di-tert-butyl-9-(5-(octyloxy)-2-((tetrahydro-2H-pyran-2-yl)oxy)phenyl)-9H-carbazole C(C)(C)(C)C1=CC=2N(C3=CC(=CC=C3C2C=C1)C(C)(C)C)C1=C(C=CC(=C1)OCCCCCCCC)OC1OCCCC1